1-((1S,4S)-5-(4-(6-bromoquinazolin-4-yl)phenyl)-2,5-diazabicyclo[2.2.1]heptan-2-yl)ethan-1-one BrC=1C=C2C(=NC=NC2=CC1)C1=CC=C(C=C1)N1[C@@H]2CN([C@H](C1)C2)C(C)=O